[(2R,3R,4S,5R,6S)-3,4,5-Triacetyloxy-6-[3-acetyloxy-2-[3-(4-methoxyphenyl)prop-2-enoyl]phenoxy]oxan-2-yl]methyl acetate C(C)(=O)OC[C@H]1O[C@H]([C@@H]([C@H]([C@@H]1OC(C)=O)OC(C)=O)OC(C)=O)OC1=C(C(=CC=C1)OC(C)=O)C(C=CC1=CC=C(C=C1)OC)=O